(R)-N-(4-(4-(2-Fluoro-3-methoxyphenyl)piperazin-1-yl)-3-hydroxybutyl)-1-methyl-2-oxoindoline-5-carboxamide FC1=C(C=CC=C1OC)N1CCN(CC1)C[C@@H](CCNC(=O)C=1C=C2CC(N(C2=CC1)C)=O)O